tert-butyl 4-(4-(4'-acetamido-3'-fluoro-2-hydroxy-[1,1'-biphenyl]-3-yl)-6-((4-((tert-butoxycarbonyl)amino)cyclohexyl)oxy)pyridin-2-yl)piperazine-1-carboxylate C(C)(=O)NC1=C(C=C(C=C1)C1=C(C(=CC=C1)C1=CC(=NC(=C1)OC1CCC(CC1)NC(=O)OC(C)(C)C)N1CCN(CC1)C(=O)OC(C)(C)C)O)F